CCCCO[Si](OC)(OC)N([Si](OC)(OC)OCCCC)[Si](OC)(OC)OCCCC tris(3-propyltrimethoxysilyl)amine